CCO[Si](CCCOCC1CO1)(OCC)OCC 3-(glycidoxypropyl)triethoxysilane